FC=1C=C(C=CC1N1[C@H](CCC1)C)C=1N=C(SC1)N (S)-4-(3-fluoro-4-(2-methylpyrrolidin-1-yl)phenyl)thiazol-2-amine